FC(C(=O)O)(F)F.FC(C(=O)O)(F)F.N[C@@H](CC(=O)OCC1=CC=CC=C1)C(=O)N[C@H](C(NCC=1C=CC=C2C=CC=NC12)=O)COC benzyl (S)-3-amino-4-(((S)-3-methoxy-1-oxo-1-((quinolin-8-ylmethyl)amino)propan-2-yl)amino)-4-oxobutanoate bis(2,2,2-trifluoroacetate)